C(C1=CC=CC=C1)N1C(C(=CC(=C1)C(=O)N[C@H]1[C@H](C1)C)C(=O)NC)=O |r| (+/-)-1-benzyl-N3-methyl-N5-((cis)-2-methylcyclopropyl)-2-oxo-1,2-dihydropyridine-3,5-dicarboxamide